O=C1C=2N(CC3OC4CCC(N31)C4)C=C(C(C2[O-])=O)C(NCC2=C(C=C(C=C2F)F)F)=O 7,9-dioxo-10-((2,4,6-trifluorobenzyl) carbamoyl)-2,3,4,5,7,9,13,13a-octahydro-2,5-methanopyrido[1',2':4,5]pyrazino[2,1-b][1,3]oxazepin-8-olate